tert-butyl N-(tert-butoxycarbonyl)-N-(7-{3-iodo-4-oxo-1H,5H,6H,7H-pyrrolo[3,2-c]pyridin-2-yl}-[1,2]oxazolo[4,5-b]pyridin-3-yl)carbamate C(C)(C)(C)OC(=O)N(C(OC(C)(C)C)=O)C1=NOC=2C1=NC=CC2C2=C(C=1C(NCCC1N2)=O)I